FC(C(C)(C)O)(OC(C(F)(F)F)C1=CC=C(C2=C1N=C(O2)N2CC1N(C(C2)C1)C(=O)OC(C)(C)C)C=1SC=CN1)F tert-Butyl 3-(4-(1-(1,1-difluoro-2-hydroxy-2-methylpropoxy)-2,2,2-trifluoroethyl)-7-(thiazol-2-yl)benzo[d]oxazol-2-yl)-3,6-diazabicyclo[3.1.1]heptane-6-carboxylate